4-((4-(5-(trifluoromethyl)-1,2,4-oxadiazol-3-yl)phenyl)imino)-1,4λ6-oxathiane 4-oxide FC(C1=NC(=NO1)C1=CC=C(C=C1)N=S1(CCOCC1)=O)(F)F